COC1=CC=C(C=C1)C1=NN2C(=NC3=C(C2=N1)N=CC=C3)N[C@H]3CNCCCC3 (3R)-3-{[2-(4-methoxyphenyl)pyrido[2,3-e][1,2,4]triazolo[1,5-c]pyrimidin-5-yl]amino}azepan